(4,6-dimethyl-pyrimidin-2-yl)acetonitrile CC1=NC(=NC(=C1)C)CC#N